7-[2-(3-methyl-3-azabicyclo[3.1.0]hexan-1-yl)ethynyl]-6-nitro-N-(4-phenoxyphenyl)quinazolin-4-amine CN1CC2(CC2C1)C#CC1=C(C=C2C(=NC=NC2=C1)NC1=CC=C(C=C1)OC1=CC=CC=C1)[N+](=O)[O-]